N(=[N+]=[N-])[C@H](C(=O)NC1=CC=C(COC(=O)N(CCS(=O)(=O)C)COC(CC=C(C)C)C=2C=CC=C(O\P(=O)=N\[C@@H](C)C(=O)[O-])C2)C=C1)C ((E)-5-((((((4-((S)-2-azidopropionamido) benzyl) oxy) carbonyl) (2-(methylsulfonyl) ethyl) amino) methoxy)-4-methylpent-3-en-1-yl) (phenoxy) phosphoryl)-L-alaninate